1-butyl-3-vinylimidazole chloride salt [Cl-].C(CCC)N1CN(C=C1)C=C